CC(C#C[Si](C)(C)C)(C)C 3,3-dimethylbut-1-ynyl-(trimethyl)silane